N,2-dimethyl-1'-((3-methyl-2-oxo-4-thioxo-1,2,3,4-tetrahydroquinazolin-7-yl)methyl)-1',2',3',6'-tetrahydro-[3,4'-bipyridine]-6-carboxamide CNC(=O)C1=CC=C(C(=N1)C)C=1CCN(CC1)CC1=CC=C2C(N(C(NC2=C1)=O)C)=S